FC1=CC=C2CC3(CCN(CC3)C3=CN=C4C(=N3)NN=C4C4(CC4)C4=CC=CC=C4)[C@@H](C2=C1)N (S)-6-fluoro-1'-(3-(1-phenylcyclopropyl)-1H-pyrazolo[3,4-b]pyrazin-6-yl)-1,3-dihydrospiro[indene-2,4'-piperidin]-1-amine